CN1C(=NC2=C1C=CC=C2N[C@@H]2[C@H](COC1=CC=CC=C21)N2C[C@H](OCC2)C)C(F)(F)F 1-methyl-N-((3R,4S)-3-((R)-2-methylmorpholino)chroman-4-yl)-2-(trifluoromethyl)-1H-benzo[d]imidazol-4-amine